P(=O)(OCCC)(OCCC)[O-] di-(1-propyl) phosphate